CN(C/C=C/C(=O)NC=1C(=C2C(=NC=NC2=CC1)NC1=C(C=CC=C1)F)C1=CC=C2C=CN(C2=C1)C)C (E)-4-(dimethylamino)-N-(4-((2-fluorophenyl)amino)-5-(1-methyl-1H-indol-6-yl)quinazolin-6-yl)but-2-enamide